8-(1-(1-methylcyclohexyloxycarbonyl)-octahydro-4,7-methanoindene-5-yloxycarbonyl)-tetracyclo[4.4.0.12,5.17,10]-3-dodecene CC1(CCCCC1)OC(=O)C1CCC2C3C(CC(C12)C3)OC(=O)C3C1C2C4C=CC(C2C(C3)C1)C4